C(C)(=O)C=1C=C(C=C2C(C=C(OC12)N1CCC(CC1)OC)=O)C 8-acetyl-2-(4-methoxy-1-piperidyl)-6-methyl-chromen-4-one